CN(C1CCC(CC1)NC=1N=CC2=C(N1)N(C(C(=C2)C2=CC(=C(C=C2)NS(=O)(=O)CCC(C)(F)F)F)=O)C(C)C)C N-(4-(2-(((1r,4r)-4-(Dimethylamino)cyclohexyl)amino)-8-isopropyl-7-oxo-7,8-dihydropyrido[2,3-d]pyrimidin-6-yl)-2-fluorophenyl)-3,3-difluorobutane-1-sulfonamide